C1=CC=CC=2C3=CC=CC=C3C(C12)COC(=O)N[C@H](C(=O)O)CCCF (S)-2-((((9H-fluoren-9-yl)methoxy)carbonyl)amino)-5-fluoropentanoic acid